perfluoroacetic acid FC(C(=O)O)(F)F